Tert-butyl 2-(3-nitrophenyl)acetate [N+](=O)([O-])C=1C=C(C=CC1)CC(=O)OC(C)(C)C